3,6-diaminoanthracene NC=1C=CC2=CC3=CC=C(C=C3C=C2C1)N